C1(=CC=CC=C1)N(C1=CC=C(/C=C/C=2C=C3C=CC(=CC3=CC2)/C=C/C2=CC=C(C=C2)N(C2=CC=CC=C2)C2=CC=CC=C2)C=C1)C1=CC=CC=C1 N-(4-((E)-2-(6-((E)-4-(diphenylamino)styryl)naphthalen-2-yl)vinyl)phenyl)-N-phenylbenzeneamine